(R)-2-amino-4-(2-aminophenyl)-4-oxobutanamide N[C@@H](C(=O)N)CC(=O)C1=C(C=CC=C1)N